C1(=CC=CC=C1)C1=CN=CC(=N1)N[C@H](C(=O)O)CCN(CCCCC1=NC=2NCCCC2C=C1)CCOC1=NC=CC=C1 (S)-2-((6-phenylpyrazin-2-yl)amino)-4-((2-(pyridin-2-yloxy)ethyl)(4-(5,6,7,8-tetrahydro-1,8-naphthyridin-2-yl)butyl)amino)butanoic acid